CN1CCN(CC1)CCC=1C=CC(=C(C#N)C1)N1C=NC(=C1)C1=NC(=NC=C1C(F)(F)F)NC1CCN(CC1)S(=O)(=O)C 5-(2-(4-Methylpiperazin-1-yl)ethyl)-2-(4-(2-((1-(methylsulfonyl)piperidin-4-yl)amino)-5-(trifluoromethyl)pyrimidin-4-yl)-1H-imidazol-1-yl)benzonitrile